(S)-N-(4-chlorobenzyl)-1-(5-nitrothiophen-2-yl)-N-(pyrrolidin-3-ylmethyl)methylamine hydrochloride Cl.ClC1=CC=C(CN(C[C@@H]2CNCC2)CC=2SC(=CC2)[N+](=O)[O-])C=C1